(3,5-dichlorophenyl)-5,6,7,8-tetrahydropyrido[1,2-a]purin-10(3H)-one ClC=1C=C(C=C(C1)Cl)C=1NC=2N=C3N(C(C2N1)=O)CCCC3